ClC1=NC(=CC(=N1)Cl)C(=O)OC methyl 2,4-dichloropyrimidine-6-carboxylate